C(C)(C)(C)N1N=C(C=C1NC=1C=CC2=C(C(NS2)=O)C1)[C@@H]1C[C@@H](CC1)O 5-((1-(tert-butyl)-3-((1S,3R)-3-hydroxycyclopentyl)-1H-pyrazol-5-yl)amino)benzo[d]isothiazol-3(2H)-one